CC(CCCCCCCCCC)[K] 2-dodecyl-potassium